C1=CC=C(C=C1)C(=O)O[C@H]([C@H](C(=O)O)OC(=O)C2=CC=CC=C2)C(=O)O.O (+)-dibenzoyl-L-tartaric acid monohydrate